tert-butyl-N-[6-(2,5-dioxo-2,5-dihydro-1H-pyrrol-1-yl)hexanoyl]-L-valyl-N5-carbamoyl-L-ornithyl-L-lysinat C(C)(C)(C)N([C@@H](C(C)C)C(=O)N[C@@H](CCCNC(N)=O)C(=O)N[C@@H](CCCCN)C(=O)[O-])C(CCCCCN1C(C=CC1=O)=O)=O